CO[C@@H]1CN(CC[C@H]1N(C(=O)NC=1C(N(C=C(C1)C(F)(F)F)C)=O)C)C=1C=C2C(=NC1)NN=C2 1-((3R,4R)-3-methoxy-1-(1H-pyrazolo[3,4-b]pyridin-5-yl)piperidin-4-yl)-1-methyl-3-(1-methyl-2-oxo-5-(trifluoromethyl)-1,2-dihydropyridin-3-yl)urea